1-methyl-6-oxopyridin-3-carboxamid CN1C=C(C=CC1=O)C(=O)N